CN(C1=CC=C(C=N1)C=1N=C2SCCCN2C(C1C#N)=O)C 8-[6-(dimethylamino)pyridin-3-yl]-6-oxo-2H,3H,4H,6H-pyrimido[2,1-b][1,3]thiazine-7-carbonitrile